NC1=CC=C(N=N1)C1CCN(CC1)C(=O)C1=NC=C(C(=C1)OC)C1=CC=C(C=C1)OC(F)F [4-(6-Amino-pyridazin-3-yl)-piperidin-1-yl]-[5-(4-difluoromethoxy-phenyl)-4-methoxy-pyridin-2-yl]-methanone